CC1(CC=2C(CCCC2CC1C)(C)C)C(C)=O 1,2,3,4,5,6,7,8-octahydro-2,3,8,8-tetramethyl-2-acetylnaphthalene